1,2,3-trifluoro-5-(trifluoromethyl)benzene FC1=C(C(=CC(=C1)C(F)(F)F)F)F